ClC1=C(C=CC=C1OC)C(=O)N1C[C@@H]2CO[C@H](CN2CC1)C1=C(N=C(S1)C)C |o1:13,16| (2-Chloro-3-methoxyphenyl)-[rel-(3R,9aR)-3-(2,4-dimethylthiazol-5-yl)-3,4,6,7,9,9a-hexahydro-1H-pyrazino[2,1-c][1,4]oxazin-8-yl]methanon